N-(4-{[6,7-Bis(methyloxy)chinolin-4-yl]oxy}phenyl)-N'-[3-(pyrrolidin-1-ylmethyl)phenyl]cyclopropan-1,1-dicarboxamid COC=1C=C2C(=CC=NC2=CC1OC)OC1=CC=C(C=C1)NC(=O)C1(CC1)C(=O)NC1=CC(=CC=C1)CN1CCCC1